N1CNCC(=C1)C(=O)OCC ethyl 1,2,3,4-tetrahydropyrimidine-5-carboxylate